2-ethoxy-4-methyl-N-(m-tolyl-methyl)-7-(trifluoromethyl)-quinoline-3-carboxylic acid amide C(C)OC1=NC2=CC(=CC=C2C(=C1C(=O)NCC=1C=C(C=CC1)C)C)C(F)(F)F